3-(((S)-1-(4-fluorophenyl)-1,2,3,4-tetrahydroisoquinoline-2-carboxamido)methyl)-4-hydroxypyrrolidine-1-carboxylic acid tert-butyl ester C(C)(C)(C)OC(=O)N1CC(C(C1)O)CNC(=O)N1[C@H](C2=CC=CC=C2CC1)C1=CC=C(C=C1)F